BrC1C(OC2=C1C=CC=C2)(C)C 3-bromo-2,2-dimethyl-2,3-dihydrobenzofuran